COC1=CC=C(CN(C2=NC(=CC=3N2N=C(N3)NC3=NC=CC=C3)C=3C=C(C#N)C=CC3)CC3=CC=C(C=C3)OC)C=C1 3-(5-(bis(4-methoxybenzyl)amino)-2-(pyridin-2-ylamino)-[1,2,4]triazolo[1,5-c]pyrimidin-7-yl)benzonitrile